(S)-5-(2-(4-fluorophenethyl)-3-(5-methyl-1,3,4-oxadiazol-2-yl)-5-oxo-7,8,9,9a-tetrahydro-5H-pyrido[2,3-a]pyrrolizin-4-yl)thiophene-2-carboxylic acid FC1=CC=C(CCC=2C(=C(C3=C([C@@H]4CCCN4C3=O)N2)C2=CC=C(S2)C(=O)O)C=2OC(=NN2)C)C=C1